nonane-5,5-diol CCCCC(CCCC)(O)O